(2-aminoethylamino)naphthalenesulfonic acid NCCNC1=C(C2=CC=CC=C2C=C1)S(=O)(=O)O